(3S)-4-[[5-chloro-2-[(5-cyano-3-pyridinyl)methoxy]-4-(4-phenylindan-1-yl)oxy-phenyl]methylamino]-3-hydroxy-butyric acid ClC=1C(=CC(=C(C1)CNC[C@H](CC(=O)O)O)OCC=1C=NC=C(C1)C#N)OC1CCC2=C(C=CC=C12)C1=CC=CC=C1